3-(5-{7-chloro-2'-methyl-1H,2'H-[3,4'-biindazol]-1-yl}pyridin-2-yl)-3-azabicyclo[3.1.0]hexane-6-carboxylic acid ClC=1C=CC=C2C(=NN(C12)C=1C=CC(=NC1)N1CC2C(C2C1)C(=O)O)C=1C2=CN(N=C2C=CC1)C